tert-butyl (S)-2-(((4-(aminomethyl)pyridin-3-yl)oxy)methyl)pyrrolidine-1-carboxylate NCC1=C(C=NC=C1)OC[C@H]1N(CCC1)C(=O)OC(C)(C)C